C(C)(C)(C)[N+](C)(C)C tert-butyltrimethyl-ammonium